ClC1=C(C=CC=C1)[C@@H]1[C@H](CCC(C1)(C)C)C(=O)N1[C@@H](C(C2(CN(C2)C(C=C)=O)CC1)(F)F)C 1-((R)-7-((1S,2S)-2-(2-chlorophenyl)-4,4-dimethylcyclohexane-1-carbonyl)-5,5-difluoro-6-methyl-2,7-diazaspiro[3.5]nonan-2-yl)prop-2-en-1-one